Methyl 4-Amino-3-(3-Chlorophenyl)Butanoate NCC(CC(=O)OC)C1=CC(=CC=C1)Cl